C[C@H]1NC(C=2SC=3C=CC=4N=C(C=NC4C3C2NC1)OC1=NC=NC=C1C(F)(F)F)=O (15R)-15-methyl-5-{[5-(trifluoromethyl)pyrimidin-4-yl]oxy}-11-thia-3,6,14,17-tetraazatetracyclo[8.8.0.02,7.012,18]octadeca-1(10),2(7),3,5,8,12(18)-hexaen-13-one